FC1(CN(CC[C@H]1N(C(=O)NC=1C(N(C=C(C1)C(F)(F)F)C)=O)C)C=1N=C2C(=NC1)NC=C2)F (R)-1-(3,3-difluoro-1-(5H-pyrrolo[2,3-b]pyrazin-2-yl)piperidin-4-yl)-1-methyl-3-(1-methyl-2-oxo-5-(trifluoromethyl)-1,2-dihydropyridin-3-yl)urea